ClC=1C=2C(N=C3N(C2C=CC1)C1=CC(=CC=C1C3(C)C)N3CCN(CC3)C3CCC(CC3)C=O)=O 4-(4-(4-chloro-7,7-dimethyl-5-oxo-5,7-dihydroindolo[1,2-a]quinazolin-10-yl)piperazin-1-yl)cyclohexane-1-carbaldehyde